4-methyl-1-(oxetan-2-ylmethyl)-1H-benzo[d]imidazole-6-carboxylic acid CC1=CC(=CC=2N(C=NC21)CC2OCC2)C(=O)O